3-((5-([1,2,4]triazolo[4,3-a]pyridin-6-yl)-7H-pyrrolo[2,3-d]pyrimidin-2-yl)amino)-N,N,1-trimethylcyclobutane-1-carboxamide N=1N=CN2C1C=CC(=C2)C2=CNC=1N=C(N=CC12)NC1CC(C1)(C(=O)N(C)C)C